3-fluoropyrazine-2-carbohydrazide FC=1C(=NC=CN1)C(=O)NN